CCCCCCCCCCCCCC(C(CCCCCCCCCCCCCC)O)O nonacosane-14,15-diol